15-triacontene CCCCCCCCCCCCCCC=CCCCCCCCCCCCCCC